N-butylammonium fluoride [F-].C(CCC)[NH3+]